NC1=C(C(=NN1C(C)C)C1=CC=C(C=C1)CC(NC1=CC(=NO1)CC(C(F)(F)F)(C)C)=O)C(=O)N 5-Amino-1-isopropyl-3-[4-[2-oxo-2-[[3-(3,3,3-trifluoro-2,2-dimethyl-propyl)isoxazol-5-yl]amino]ethyl]phenyl]pyrazole-4-carboxamide